5-((1S,2R)-1-(4-((R)-1-(benzyloxy)propan-2-yl)-6-chloro-1,1-dioxido-3,4-dihydro-2H-benzo[e][1,2,4]thiadiazin-2-yl)-2-(6-fluoro-2,3-dimethylphenyl)propyl)-1,3,4-oxadiazol-2(3H)-one C(C1=CC=CC=C1)OC[C@@H](C)N1CN(S(C2=C1C=C(C=C2)Cl)(=O)=O)[C@@H]([C@H](C)C2=C(C(=CC=C2F)C)C)C2=NNC(O2)=O